N[C@H](CCCC)C(=O)O d-norLeucine